(S)-N-[(1S)-1-(5-Cyanopyrazin-2-yl)ethyl]-2-methylpropane-2-sulfinamide C(#N)C=1N=CC(=NC1)[C@H](C)N[S@@](=O)C(C)(C)C